C(C)(C)N1C(CCCC1)C(=O)NC=1C=C(C(=NC1)C)C=1N2C(SC1C=1C(=NC=CC1)OC)=C(C=N2)C(=O)N (5-(1-isopropylpiperidine-2-carboxamido)-2-methylpyridin-3-yl)-2-(2-methoxypyridin-3-yl)pyrazolo[5,1-b]thiazole-7-carboxamide